P(OC(CCCCCC)C)(OCC(CCCC)CC)=O (1-methylheptyl) (2-ethylhexyl) phosphonate